(1R,2S,3R,5R)-3-(4-(difluoromethyl)-7H-pyrrolo[2,3-d]pyrimidin-7-yl)-5-((R)-piperidin-3-yl)cyclopentane-1,2-diol FC(C=1C2=C(N=CN1)N(C=C2)[C@H]2[C@@H]([C@@H]([C@H](C2)[C@@H]2CNCCC2)O)O)F